CN1N=CC(=C1)C1C(CCC1)O 2-(1-methyl-1H-pyrazol-4-yl)cyclopentan-1-ol